ClCC1=CC=C(CN=C=O)C=C1 p-chloromethyl-benzyl isocyanate